(1S,2S,5r)-N-((2RS)-2-((S)-2-aminopropionamido)-2-phenylethyl)-1-hydroxy-2-isopropyl-5-methylcyclohexane-1-carboxamide N[C@H](C(=O)N[C@@H](CNC(=O)[C@]1([C@@H](CC[C@H](C1)C)C(C)C)O)C1=CC=CC=C1)C |&1:5|